1-(2-methoxyethyl)-3-methylacridine COCCC1=CC(=CC2=NC3=CC=CC=C3C=C12)C